O[C@H](CCC)C1=CC(=C(C=N1)C1=NC=C2C=C(N=CC2=C1)C1OCC1(C(=O)N)C)C (7-{6-[(1R)-1-hydroxybutyl]-4-methylpyridin-3-yl}-2,6-naphthyridin-3-yl)-3-methyloxetane-3-carboxamide